CN1N=C2CN(CCC2=C1C1=CC=CC=C1)C(=O)C1=C(N=C2SC=CN21)C (2-methyl-3-phenyl-2,4,5,7-tetrahydro-6H-pyrazolo[3,4-c]pyridin-6-yl)(6-methylimidazo[2,1-b]thiazol-5-yl)methanone